7-trifluoromethyl-N-(4-fluorobenzyl)-2-hydroxy-1,3-dioxo-4H-isoquinoline-4-carboxamide FC(C1=CC=C2C(C(N(C(C2=C1)=O)O)=O)C(=O)NCC1=CC=C(C=C1)F)(F)F